FC1=CC=C(C=C1)C=1C(=CC=2N(C1)C(NN2)=O)OCC=2N=C(SC2)C 6-(4-Fluorophenyl)-7-[(2-methylthiazol-4-yl)methoxy]-2H-[1,2,4]triazolo[4,3-a]pyridin-3-one